FC=1C(=NC=C(C1)C(C(C(F)(F)F)(F)F)(F)F)NC(C1=C(C=CC(=C1)[N+](=O)[O-])I)=O N-[3-fluoro-5-(1,1,2,2,3,3,3-heptafluoropropyl)-2-pyridyl]-2-iodo-5-nitro-benzamide